[Na].C1(=CC=CC=C1)OC(CC)=O.[Na] sodium phenylpropionate sodium salt